1-(6-(2,3-dichloro-4-methoxyphenyl)pyrido[2,3-b]pyrazin-2-yl)-4-methylpiperidin-4-amine ClC1=C(C=CC(=C1Cl)OC)C=1C=CC=2C(=NC=C(N2)N2CCC(CC2)(N)C)N1